BrC=1C=C(C(=NC1)N1CCC(CC1)OC1=C(C=C(C=C1)F)F)[N+](=O)[O-] 5-bromo-2-(4-(2,4-difluorophenoxy)piperidin-1-yl)-3-nitropyridine